N-(4-chloro-3-(1,4-oxazepan-3-yl)phenyl)methanesulfonamide [11-(6,6-dipentoxyhexanoyloxy)-6-[heptylsulfanylcarbonyl-[(1-methyl-4-piperidyl)methyl]amino]undecyl]6,6-dipentoxyhexanoate C(CCCC)OC(CCCCC(=O)OCCCCCC(CCCCCOC(CCCCC(OCCCCC)OCCCCC)=O)N(CC1CCN(CC1)C)C(=O)SCCCCCCC)OCCCCC.ClC1=C(C=C(C=C1)NS(=O)(=O)C)C1COCCCN1